3-(1-(chloromethyl)-2-methyl-6-oxo-1,6-dihydropyridin-3-yl)-1-(4-fluoro-2-methylphenyl)-7-(trifluoromethyl)-2,3-dihydroquinazolin-4(1H)-one ClCN1C(=C(C=CC1=O)N1CN(C2=CC(=CC=C2C1=O)C(F)(F)F)C1=C(C=C(C=C1)F)C)C